COC=1C=C(C=CC1C(F)(F)F)S(=O)(=O)N1CCOCC1 4-[3-methoxy-4-(trifluoromethyl)phenyl]sulfonylmorpholin